C(C)OC(COC1=C(C=CC=C1)C#N)=O 2-(2-cyanophenoxy)acetic acid ethyl ester